ClC1=C(C=C(C=C1)C1=CC=C(S1)CC1=C2N=C(C(=NC2=CC=C1)C(=O)N)C1=C(C=CC=C1)F)C ((5-(4-chloro-3-methylphenyl)thiophen-2-yl)methyl)-(2-fluorophenyl)quinoxaline-2-carboxamide